ClC=1C(=C(C=CC1Cl)O)[C@@H]1CC=2N(C=C(N2)CCO)C1 (S)-3,4-dichloro-2-(2-(2-hydroxyethyl)-6,7-dihydro-5H-pyrrolo[1,2-a]imidazol-6-yl)phenol